C1(CC1)N1N=C(N=C1C=1C=NC=CC1)C=1C=C(C=NC1)[C@@](O)(C1=CC=C(C=C1)C(C)C)C1(CN(C1)C)C (R)-[5-(1-cyclopropyl-5-pyridin-3-yl-1H-[1,2,4]triazol-3-yl)-pyridin-3-yl]-(1,3-dimethyl-azetidin-3-yl)-(4-isopropyl-phenyl)-methanol